C(C)(C)(C)C1=NN(C2=NC=C(C=C21)C)C2=CC=CC=C2 3-tert-butyl-5-methyl-1-phenyl-1H-pyrazolo[3,4-b]pyridine